ClC1=C(C(=NC(=C1)C1CC1)/N=C/N(C)C)I (E)-N'-(4-chloro-6-cyclopropyl-3-iodopyridin-2-yl)-N,N-dimethylformimidamide